Tert-butyl (S)-(6-(2-((tert-butoxycarbonyl)amino)propyl)-7-cyanothieno[3,2-c]pyridazin-4-yl)(thiophen-2-ylmethyl)carbamate C(C)(C)(C)OC(=O)N[C@H](CC1=C(C=2N=NC=C(C2S1)N(C(OC(C)(C)C)=O)CC=1SC=CC1)C#N)C